BrC1=CC=C2C=CN=C(C2=C1C)Cl 7-Bromo-1-chloro-8-methylisoquinoline